2-(2-((5-(1-aminoisoquinolin-7-yl)-2-(1-isopentylazetidin-3-yl)-2H-indazol-3-yl)methoxy)phenyl)acetic acid NC1=NC=CC2=CC=C(C=C12)C1=CC2=C(N(N=C2C=C1)C1CN(C1)CCC(C)C)COC1=C(C=CC=C1)CC(=O)O